5,11-di-hydro-6H-pyrido(2,3-b)(1,4)benzodiazepine-6-one N1=CC=CC2=C1NC1=C(C(N2)=O)C=CC=C1